(3S,4S)-N-(3-(furan-2-yl)phenyl)-3-methyl-1-(3-(oxazol-2-yl)-4-(trifluoromethoxy)phenyl)-5-oxo-4,5-dihydro-1H-pyrazole-4-carboxamide O1C(=CC=C1)C=1C=C(C=CC1)NC(=O)[C@@H]1C(=NN(C1=O)C1=CC(=C(C=C1)OC(F)(F)F)C=1OC=CN1)C